F[Sb-](F)(F)(F)(F)F.C1(=C(C=CC=C1)C=1C(C=CC1)([Fe+])C1=C(C=CC=C1)C)C ditolyl-cyclopentadienyl-iron (II) hexafluoroantimonate